C(CCC)N1N=C(C(=C1C(C)C)O)CCCC 1,3-Di-n-butyl-4-hydroxy-5-isopropyl-pyrazole